5-(2-Amino-3-(cyclopropylethynyl)pyridin-4-yl)-1H-indazol-3-amine NC1=NC=CC(=C1C#CC1CC1)C=1C=C2C(=NNC2=CC1)N